thiophosphate ammonium salt [NH4+].P(=S)([O-])([O-])[O-].[NH4+].[NH4+]